ClC1=C(C=2N=C(N=C3C2C(=N1)OC(CCN3C)C)OC[C@]31CCCN1C[C@@H](C3)F)F 5-chloro-4-fluoro-2-(((2R,7aS)-2-fluorotetrahydro-1H-pyrrolizin-7a(5H)-yl)methoxy)-8,11-dimethyl-8,9,10,11-tetrahydro-7-oxa-1,3,6,11-tetraazacycloocta[de]naphthalene